2-((6-(2-Methylbiphenyl-3-yl)imidazo[1,2-b]-[1,2,4]triazin-2-yl)methylamino)ethanol CC1=C(C=CC=C1C=1N=C2N(N=C(C=N2)CNCCO)C1)C1=CC=CC=C1